2-methyl-3-hydroxy-5-chloro-1,4-naphthoquinone CC=1C(C2=CC=CC(=C2C(C1O)=O)Cl)=O